Tert-butyl 4-[1-(2,6-dioxo-1-{[2-(trimethylsilyl)ethoxy]methyl}piperidin-3-yl)-3-methyl-2-oxo-1,3-benzodiazol-5-yl]piperazine-1-carboxylate O=C1N(C(CCC1N1C(N(C2=C1C=CC(=C2)N2CCN(CC2)C(=O)OC(C)(C)C)C)=O)=O)COCC[Si](C)(C)C